2,2-difluoro-N-(3-sulfamoylanilino)-2,3-dihydro-1H-indene-5-carboxamide FC1(CC2=CC=C(C=C2C1)C(=O)NNC1=CC(=CC=C1)S(N)(=O)=O)F